10-cyclopropyl-1-(9H-fluoren-9-yl)-3,6-dioxo-2,9-dioxa-4,7-diaza-undecan-11-oic acid benzyl ester C(C1=CC=CC=C1)OC(C(OCNC(CNC(OCC1C2=CC=CC=C2C=2C=CC=CC12)=O)=O)C1CC1)=O